2-(3-(8-bromonaphthalen-1-yl)propoxy)tetrahydro-2H-pyran BrC=1C=CC=C2C=CC=C(C12)CCCOC1OCCCC1